bis(2,6-diisopropylphenyl)-1,6-bis(p-tert-octylphenoxy)perylene C(C)(C)C1=C(C(=CC=C1)C(C)C)C=1C(=C(C=2C=3C=CC=C4C=CC=C(C5=C(C=CC1C52)OC5=CC=C(C=C5)C(C)(C)CC(C)(C)C)C43)OC4=CC=C(C=C4)C(C)(C)CC(C)(C)C)C4=C(C=CC=C4C(C)C)C(C)C